5-cycloheptanone C1CCCC(CC1)=O